FC=1C=C(C=CC1)C#CC=1C=NC=2[C@@H]3[C@H](N(CC2C1)C(=O)OC)CCC3 |r| (rac)-cis-Methyl 3-((3-fluorophenyl)ethynyl)-7,8,9,9a-tetrahydro-5H-cyclopenta[h][1,6]naphthyridine-6(6aH)-carboxylate